FC(C(=O)O)(F)F.CN(C1(CCC2(CN(C(N2)=O)C=2C=NC(=NC2)C2=CC=C(C(=O)N)C=C2)CC1)C1=CC=CC=C1)C CIS-4-(5-(8-(dimethylamino)-2-oxo-8-phenyl-1,3-diazaspiro[4.5]decan-3-yl)pyrimidin-2-yl)benzamide trifluoroacetate salt